COC[SiH](OCC)OCC Methoxymethyldiethoxysilane